FC1=CC=C(C(=N1)C)OC1=C(C(=O)NC2=CC(=CC=C2)[S@@](=O)(=N)C)C=CC(=C1)C(F)(F)F (R)-2-((6-fluoro-2-methylpyridin-3-yl)oxy)-N-(3-(S-methylsulfonimidoyl)phenyl)-4-(trifluoromethyl)benzamide